C(#N)C1=C(C(=CC=C1)C(F)(F)F)C1=CC=C2C(=CN(C2=C1)CC(C)(C)C)[C@@H](C(F)F)N[S@@](=O)C(C)(C)C (S)-N-((S)-1-(6-(2-cyano-6-(trifluoromethyl)phenyl)-1-neopentyl-1H-indol-3-yl)-2,2-difluoroethyl)-2-methylpropane-2-sulfinamide